C(C)(C)(C)OC(=O)N1CCN(CC1)C1=CC(=C(C=C1)C1=CC(=CC2=C1N=C(S2)C=2CN(CCC2)C(CCC=2SC=CN2)=O)C(=O)OC)OC Methyl 4-(4-(4-(tert-butoxycarbonyl)piperazin-1-yl)-2-methoxyphenyl)-2-(1-(3-(thiazol-2-yl)propanoyl)-1,2,5,6-tetrahydropyridin-3-yl)benzo[d]thiazole-6-carboxylate